(S)-N-((4-((5-(7-amino-5,7-dihydrospiro[cyclopenta[b]pyridine-6,4'-piperidin]-1'-yl)pyrazin-2-yl)thio)-3-chloropyridin-2-yl)carbamoyl)benzenesulfonamide N[C@@H]1C2=NC=CC=C2CC12CCN(CC2)C=2N=CC(=NC2)SC2=C(C(=NC=C2)NC(=O)NS(=O)(=O)C2=CC=CC=C2)Cl